[I-].C[N+](CCC[Si](OCC)(OCC)OCC)(CCCCCCCCCCCCCCCC)C dimethylhexadecyl-[3-(triethoxysilyl)propyl]ammonium iodide